anthracene-9-yl-phosphinic acid, sodium salt [Na+].C1=CC=CC2=CC3=CC=CC=C3C(=C12)P([O-])=O